(3R,4R)-1-(5,6-difluoro-1-((5-methylthiazol-2-yl)methyl)-1H-benzo[d]imidazol-2-yl)-4-fluoropiperidin-3-amine FC1=CC2=C(N(C(=N2)N2C[C@H]([C@@H](CC2)F)N)CC=2SC(=CN2)C)C=C1F